N-ethyl-5-fluoro-2-((5-(2-(5-hydroxy-6-(isopropyl-(methyl)amino)-2-methylhexan-3-yl)-2,6-diazaspiro[3.4]octan-6-yl)-1,2,4-triazin-6-yl)oxy)-N-isopropylbenzamide C(C)N(C(C1=C(C=CC(=C1)F)OC1=C(N=CN=N1)N1CC2(CN(C2)C(C(C)C)CC(CN(C)C(C)C)O)CC1)=O)C(C)C